C12(C3C4C5C3C1C5C24)CC(=O)O 2-cuban-1-ylacetic acid